FC1=C2C(=NC=C1)NC=C2 4-fluoro-1H-pyrrolo[2,3-b]pyridine